C(C)(C)(C)OC(=O)NCC1(CCN(CC1)C=1N=CC(=NC1CO)[S-])C.[Na+] Sodium 5-(4-(((tert-butoxycarbonyl)amino)methyl)-4-methylpiperidin-1-yl)-6-(hydroxymethyl)pyrazine-2-thiolate